C1NCC12CC(C2)O 2-Azaspiro[3.3]heptan-6-ol